(3,4-difluorophenyl)-1H-1,2,4-triazol-5-one FC=1C=C(C=CC1F)N1NC=NC1=O